ClC1=C(N=C2C(=N1)C(=O)OC2=O)Cl dichloropyrazinediformic anhydride